CCCCC(CC)COC(=O)CCCCCCCCC(=O)OCC(CC)CCCC diethylhexyl sebacate